4-amino-7-isopropyl-N-(4-(methoxymethyl)phenyl)pyrrolo[2,1-f][1,2,4]triazine-5-carboxamide NC1=NC=NN2C1=C(C=C2C(C)C)C(=O)NC2=CC=C(C=C2)COC